BrC=1C(=CC2=C(OCCO2)C1)C=O 7-bromo-2,3-dihydrobenzo[b][1,4]dioxine-6-carbaldehyde